Cl.ClCC1=CN=C2C=C(C(NC2=C1)=O)CC 7-(chloromethyl)-3-ethyl-1,5-naphthyridin-2(1H)-one hydrochloride